2-(2-hydroxy-4-dimethylamino-5-methylphenyl)-5-butoxycarbonyl-2H-benzotriazole OC1=C(C=C(C(=C1)N(C)C)C)N1N=C2C(=N1)C=CC(=C2)C(=O)OCCCC